O1SC(=CC=C1)C(=O)N oxathiainine-carboxamide